Pyran-2-yl methacrylate C(C(=C)C)(=O)OC1OC=CC=C1